N-(4-(2-(4-chloro-3-fluorophenyl)but-3-yn-2-yl)thiazol-2-yl)-2,6-difluoro-4-(piperazin-1-yl)benzamide ClC1=C(C=C(C=C1)C(C)(C#C)C=1N=C(SC1)NC(C1=C(C=C(C=C1F)N1CCNCC1)F)=O)F